O[C@H]1[C@@H](O[C@@H]([C@H]([C@@H]1O)O)CO)OCCOCCOCCNS(=O)(=O)NC(OCCN=[N+]=[N-])=O 2-azidoethyl (N-(2-(2-(2-(((2R,3R,4S,5S,6R)-3,4,5-trihydroxy-6-(hydroxymethyl)tetrahydro-2H-pyran-2-yl)oxy)ethoxy)ethoxy)ethyl)sulfamoyl)carbamate